4-[(7-ethyl-7-hydroxy-5,6-dihydrocyclopenta[b]pyridin-2-yl)amino]-2-(spiro[2,3-dihydro-1H-isoquinoline-4,1'-cyclopropane]-7-ylamino)pyrimidine-5-carbonitrile C(C)C1(CCC=2C1=NC(=CC2)NC2=NC(=NC=C2C#N)NC2=CC=C1C(=C2)CNCC12CC2)O